aminonaphthylmethyl-triazinium NC1=NN=[N+](C=C1)CC1=CC=CC2=CC=CC=C12